FC1=CC(=C(C=C1)C1=CC(=CC=C1)C1=NN2C(C(=CC(=C2)CN[C@H]2[C@H](CCC2)O)OC)=N1)C1=NN=CN1C (1S,2R)-2-(((2-(4'-Fluoro-2'-(4-methyl-4H-1,2,4-triazol-3-yl)-[1,1'-biphenyl]-3-yl)-8-methoxy-[1,2,4]triazolo[1,5-a]pyridin-6-yl)methyl)amino)cyclopentan-1-ol